Gamma-nonanolactone C1(CC(CCCCCC)O1)=O